(9S,10R)-9,10-epoxy-octadecane-3,6-diyne CCC#CCC#CC[C@H]1[C@@H](CCCCCCCC)O1